[Si](C)(C)(C(C)(C)C)OCC1(C(NCC1)=O)C(=O)OCC ethyl 3-(((tert-butyldimethylsilyl) oxy) methyl)-2-oxopyrrolidine-3-carboxylate